ClC1=CC(=C(C(=O)N2C[C@H](N(CC2)C=2C(=NC(=CC2)C2=C(C=CC=C2)OCC)C(=O)N[C@H]2CNCC2)CC)C=C1)C(F)F 3-((R)-4-(4-chloro-2-(difluoromethyl)benzoyl)-2-ethylpiperazin-1-yl)-6-(2-ethoxyphenyl)-N-((R)-pyrrolidin-3-yl)picolinamide